N-(5-((5-chloro-4-((2-(1,1-dioxidoisothiazolidin-2-yl)phenyl)amino)pyrimidin-2-yl)amino)-2-((2-(dimethylamino)ethyl)(methyl)amino)-4-methoxyphenyl)acrylamide ClC=1C(=NC(=NC1)NC=1C(=CC(=C(C1)NC(C=C)=O)N(C)CCN(C)C)OC)NC1=C(C=CC=C1)N1S(CCC1)(=O)=O